5-methyl-6-(4-(methylthio)benzyl)-[1,2,4]triazolo[1,5-a]pyrimidine CC1=NC=2N(C=C1CC1=CC=C(C=C1)SC)N=CN2